6-chloro-4-iodonicotinic acid ClC1=NC=C(C(=O)O)C(=C1)I